C(C)OC=1C=C(C=C2C(OC(OC2=O)C2=CC=CC=C2)=O)C=CC1O 5-(3-ethoxy-4-hydroxybenzylidene)-2-phenyl-1,3-dioxane-4,6-dione